CC=1CC(OCC1)C1=CC(=C(C=C1)O)OC 4-(3,6-dihydro-4-methyl-2H-pyran-2-yl)-2-methoxy-phenol